C(CCCCCCC)OC(CC#N)=O Octyl-cyanoacetat